methyl 2-(4-((1-(2,6-bis(benzyloxy)pyridin-3-yl)-3-methyl-2-oxo-2,3-dihydro-1H-benzo[d]imidazol-5-yl)amino)-3-fluorophenyl)acetate C(C1=CC=CC=C1)OC1=NC(=CC=C1N1C(N(C2=C1C=CC(=C2)NC2=C(C=C(C=C2)CC(=O)OC)F)C)=O)OCC2=CC=CC=C2